C1(CC1)C=1C=C(C(=O)N=C(N)N)C=CC1 3-cyclopropyl-N-(diaminomethylidene)benzamide